3-thiazol-2-yl-prop-2-enenitrile S1C(=NC=C1)C=CC#N